N-(5-chloro-2-hydroxyphenyl)phenylmethyleneamine ClC=1C=CC(=C(C1)N=CC1=CC=CC=C1)O